5-methyl-2-((4,6-dichloropyrimidin-2-yl)thio)benzo[d]oxazole CC=1C=CC2=C(N=C(O2)SC2=NC(=CC(=N2)Cl)Cl)C1